5,7-dimethoxy-3-(4-((7-chloroquinazolin-4-yl)thio)butoxy)-2-(3,4,5-trimethoxyphenyl)-4H-chromen-4-one COC1=C2C(C(=C(OC2=CC(=C1)OC)C1=CC(=C(C(=C1)OC)OC)OC)OCCCCSC1=NC=NC2=CC(=CC=C12)Cl)=O